CC1=C(OCC(C(=O)NC2=CC=CC=C2)OC)C=C(C=C1)C 2-[(2,5-dimethylphenoxy)methyl]-alpha-methoxy-N-phenylacetamide